C(C)[C@@H]1N(C[C@H](N(C1)C(C)C=1C=C2N=CC=NC2=CC1)CC)C=1C2=C(N(C(C1)=O)CC)CN(N2C)CC#N 2-(7-((2s,5r)-2,5-diethyl-4-(1-(quinoxalin-6-yl)ethyl)piperazin-1-yl)-4-ethyl-1-methyl-5-oxo-4,5-dihydro-2H-pyrazolo[4,3-b]Pyridin-2-yl)acetonitrile